C(C)OC([C@H](OCC)Cl)=O.NCCOCCOCCC(=O)NC1=C(C(=O)NC2=NC=C(C=C2)C)C=CC(=C1)NC |r| (3-(2-(2-Aminoethoxy)ethoxy)propionylamino)-4-(methylamino)-N-(5-methylpyridin-2-yl)benzamide ethyl-(2RS)-chloro(ethoxy)acetate